C(C)(C)(C)OC(=O)N1[C@@H](COCC1)C=1C=C(C=C2CCN(CC12)C(=O)N1CC(OCC1)(C)C)Cl (R)-3-(6-chloro-2-(2,2-dimethylmorpholine-4-carbonyl)-1,2,3,4-tetrahydroisoquinolin-8-yl)morpholine-4-carboxylic acid tert-butyl ester